(1-(5-methoxy-2-(1-methyl-1H-pyrazol-4-yl)-4-nitrophenyl)piperidin-4-yl)(piperazine-1-yl)methanone COC=1C(=CC(=C(C1)N1CCC(CC1)C(=O)N1CCNCC1)C=1C=NN(C1)C)[N+](=O)[O-]